N(=[N+]=[N-])CCOCCOCCOCCNC(=O)C1=C(C=C(C=C1)NC(CI)=O)NC(CI)=O N,N'-(4-((2-(2-(2-(2-azidoethoxy)ethoxy)ethoxy)ethyl)carbamoyl)-1,3-phenylene)bis(2-iodoacetamide)